(2'S,3S,6'S)-1-[(4-methoxyphenyl)methyl]-2'-methyl-6'-(1-methyltriazol-4-yl)spiro[indoline-3,4'-piperidin]-2-one COC1=CC=C(C=C1)CN1C([C@]2(C[C@@H](N[C@@H](C2)C=2N=NN(C2)C)C)C2=CC=CC=C12)=O